C(C)(C)(C)C1=CC=C(C=N1)C=1C=C2SCCCN2C(C1C#N)=O 8-(6-(tert-butyl)pyridin-3-yl)-6-oxo-3,4-dihydro-2H,6H-pyrido[2,1-b][1,3]thiazine-7-carbonitrile